FC1([C@H](C2=C(N(N=C2C(F)(F)F)[C@@H]2C[C@H](OCC2)C(F)(F)F)C1)O)F (4S)-5,5-difluoro-3-(trifluoromethyl)-1-[(2S,4S)-2-(trifluoromethyl)oxan-4-yl]-4,6-dihydrocyclopenta[c]pyrazol-4-ol